3-(5-(azetidine-3-yloxy)-1-oxoisoindolin-2-yl)piperidine-2,6-dione N1CC(C1)OC=1C=C2CN(C(C2=CC1)=O)C1C(NC(CC1)=O)=O